Cl.Cl.CNC1CN(CC1)C=1N=NC(=CN1)C1=C(C=C(C=C1)C=1OC=CN1)O 2-{3-[3-(methylamino)pyrrolidin-1-yl]-1,2,4-triazin-6-yl}-5-(1,3-oxazol-2-yl)phenol dihydrochloride